FC=1C=C2CCN=CC2=CC1C1=CC=NC2=CC(=CC=C12)OC 6-fluoro-7-(7-methoxyquinolin-4-yl)-3,4-dihydroisoquinoline